(S)-2-(1-((4-bromo-3-methylphenyl)sulfonyl)piperidin-4-yl)-4-chloro-5-(((tetrahydro-2H-pyran-3-yl)methyl)amino)pyridazin-3(2H)-one BrC1=C(C=C(C=C1)S(=O)(=O)N1CCC(CC1)N1N=CC(=C(C1=O)Cl)NC[C@H]1COCCC1)C